C(C)OC(C=CC1=CC=C(C=C1)CN1C=NC=C1)=O.OC1=C(C=CC=C1)C1=NN=NN1 5-(2-hydroxyphenyl)tetrazole ethyl-3-(4-(1H-imidazolylmethyl)phenyl)-acrylate